BrC=1C(=NC(=NC1C)Cl)NN bromo-2-chloro-4-hydrazino-6-methylpyrimidine